C(CCCCCCC)(=O)OOC(C)(C)CC tertiary amyl peroxyn-octanoate